N1(C(CCCC1)=O)C1CNCCC1 1,3'-bipiperidin-2-one